N,N-Bis[3-(trimethoxysilyl)propyl]-2-propen-1-amin CO[Si](CCCN(CC=C)CCC[Si](OC)(OC)OC)(OC)OC